IC=1C=C(C=CC1C)NC(=O)C1=NC=CC(=C1)C(F)(F)F N-(3-iodo-4-methyl-phenyl)-4-(trifluoromethyl)pyridine-2-carboxamide